N-(4-(trifluoromethyl)phenyl)-1H-1,2,4-triazole-3-carboxamide FC(C1=CC=C(C=C1)NC(=O)C1=NNC=N1)(F)F